CC(C=C)C 3-methylbut-1-ene